7-bromo-5-nitrobenzo[b]thiophene BrC1=CC(=CC2=C1SC=C2)[N+](=O)[O-]